FC1=CC(=C(C=C1)N)N 4-fluoro-ortho-phenylenediamine